C(C)OC(=O)C1=C(C2=C(S1)C=CC=C2)N 3-aminobenzo[b]thiophene-2-carboxylic acid ethyl ester